2-(5-bromo-4-fluoro-1,1-dioxobenzo[d]isothiazol-2(3H)-yl)cyclobutan-1-one BrC=1C=CC2=C(CN(S2(=O)=O)C2C(CC2)=O)C1F